[4-[([2-Isopropoxybenzoyl]amino)methyl]phenyl]boronic acid C(C)(C)OC1=C(C(=O)NCC2=CC=C(C=C2)B(O)O)C=CC=C1